N-(6-Methoxy-2-(1-(2-(piperazin-1-yl)ethyl)piperidin-4-yl)-2H-indazol-5-yl)-6-(Trifluoromethyl)picolinamide COC=1C(=CC2=CN(N=C2C1)C1CCN(CC1)CCN1CCNCC1)NC(C1=NC(=CC=C1)C(F)(F)F)=O